CN(C)CC1=C(C(=C(C=C1)O)CN(C)C)CN(C)C tris(dimethylaminomethyl)-phenol